2,2-Bis[4-(3,4-dicarboxyphenyl)phenyl]propane Methyl-(Z)-5-(4-bromo-6-chloro-1-(tetrahydro-2H-pyran-2-yl)-1H-indazol-5-yl)pent-4-enoate COC(CC\C=C/C=1C(=C2C=NN(C2=CC1Cl)C1OCCCC1)Br)=O.C(=O)(O)C=1C=C(C=CC1C(=O)O)C1=CC=C(C=C1)C(C)(C)C1=CC=C(C=C1)C1=CC(=C(C=C1)C(=O)O)C(=O)O